C(C)C=1N(C(OC1)=O)CC1=CC=C(C=C1)OC 4-ethyl-3-[(4-methoxyphenyl)methyl]oxazol-2-one